C(C)(=O)OCC(=CC1=CC=CC=C1)CCCCC ALPHA-AMYLCINNAMYL ACETATE